C(C)OC(=O)C=1C(=NN(C1)C1CCC2(OCCO2)CC1)OCCCOCC 1-{1,4-dioxaspiro[4.5]dec-8-yl}-3-(3-ethoxypropoxy)-1H-pyrazole-4-carboxylic acid ethyl ester